NC=1C2=C(N=CN1)N(C=C2C2=CC=C(C=1N2C=CN1)NC(=O)NC1=NOC(=C1)C1(CC1)C(F)(F)F)CCC(=O)O 3-(4-amino-5-(8-(3-(5-(1-(trifluoromethyl)cyclopropyl)isoxazol-3-yl)ureido)imidazo[1,2-a]pyridin-5-yl)-7H-pyrrolo[2,3-d]pyrimidin-7-yl)propanoic acid